NC1=NC=C(C2=C1C=NN2)NC(C(=O)N(CC2=NC=CC=C2)C[C@H](CC)C)=O (S)-N1-(4-amino-1H-pyrazolo[4,3-c]pyridin-7-yl)-N2-(2-methylbutyl)-N2-(pyridin-2-ylmethyl)oxalamide